C(CCCCCCCCCCCCCCCCC)(=O)OCC(OC(CCCCCCCCCCCCCCCCC)=O)COC(CCCCCCCCCCCCCCCCC)=O glycerine tristearate